2-morpholino-1-(4-phenyl-3,4-dihydroquinoxaline-1(2H)-yl)propan-1-one O1CCN(CC1)C(C(=O)N1CCN(C2=CC=CC=C12)C1=CC=CC=C1)C